ClC=1C=C(C=C(C1)SCC)NC(=O)C1=CN(C(=C1)C1=NC=C(C=N1)F)C N-(3-chloro-5-(ethylsulfanyl)phenyl)-5-(5-fluoropyrimidin-2-yl)-1-methyl-1H-pyrrole-3-carboxamide